1-(1-carboxy-3-carboxypropyl)-4,7-bis-(carboxymethyl)-1,4,7-triazacyclononane C(=O)(O)C(CCC(=O)O)N1CCN(CCN(CC1)CC(=O)O)CC(=O)O